9-((5-((4-bromobenzyl)thio)-4-phenyl-4H-1,2,4-triazol-3-yl)methyl)-9H-carbazole BrC1=CC=C(CSC=2N(C(=NN2)CN2C3=CC=CC=C3C=3C=CC=CC23)C2=CC=CC=C2)C=C1